1-cyclobutyl-N-(4-(2-fluorophenyl)-2-(2-oxa-6-azaspiro[3.3]heptan-6-yl)pyridin-3-yl)-1H-pyrazole-4-carboxamide C1(CCC1)N1N=CC(=C1)C(=O)NC=1C(=NC=CC1C1=C(C=CC=C1)F)N1CC2(COC2)C1